C(C)(C)(C)OC(=O)N1CCC(CC1)(O)C1=NC=C(C=C1)Br 4-(5-bromopyridin-2-yl)-4-hydroxypiperidine-1-carboxylic acid tert-butyl ester